2-[4-[6-[3-(3,4-difluorophenyl)-1H-pyrazol-4-yl]-1,5-naphthyridin-3-yl]pyrazol-1-yl]acetic acid FC=1C=C(C=CC1F)C1=NNC=C1C=1N=C2C=C(C=NC2=CC1)C=1C=NN(C1)CC(=O)O